C1(=CC=CC=C1)C1=NN=C(S1)C=1C=C(SC1)C(=O)N(C1CNCC1)CCC 4-(5-phenyl-1,3,4-thiadiazol-2-yl)-N-propyl-N-(pyrrolidin-3-yl)thiophene-2-carboxamide